O1C(=[NH+]C=C1)C(=O)[O-] 3-Oxazolium-2-carboxylate